heptyl-undecyl-dithiodiacetic acid C(CCCCCC)C(C(=O)O)(SSCC(=O)O)CCCCCCCCCCC